Benzyl (S)-(3-oxo-1-phenylpropyl)carbamate O=CC[C@@H](C1=CC=CC=C1)NC(OCC1=CC=CC=C1)=O